FC(C(=O)O)(F)F.NCCCCCCCNC1=CC=C(C=C1)NC(=O)C1=CC=C(CN(C(=O)C=2C=CC3=C(OCC(N3)=O)C2)C2CC2)C=C1 N-(4-((4-((7-aminoheptyl)amino)phenyl)carbamoyl)benzyl)-N-cyclopropyl-3-oxo-3,4-dihydro-2H-benzo[b][1,4]oxazine-7-carboxamide 2,2,2-trifluoroacetate